Cl.FC(CN1N=CC=CC1=O)(F)F 2-(2,2,2-trifluoroethyl)pyridazin-3(2H)-one hydrochloride